tert-butyl (S)-3-methyl-5-(methylthio)-3,6-dihydropyrazine-1(2H)-carboxylate hydroiodide I.C[C@H]1CN(CC(=N1)SC)C(=O)OC(C)(C)C